N1=C(C=CC=C1)CN1C=C(C2=CC=CC=C12)C(=O)O 1-(pyridine-2-ylmethyl)-1H-indole-3-formic acid